F[B-](F)(F)F.CN(C(=[N+](C)C)SC1=[N+](C=CC=C1)[O-])C tetramethyl-S-(1-oxido-2-pyridyl)thiouronium tetrafluoroborate